4-(5-Fluoropyridin-2-yl)-1,5-dimethyl-1H-pyrazole-3-carboxylic acid FC=1C=CC(=NC1)C=1C(=NN(C1C)C)C(=O)O